Methyl 2-[(5-chlorothiophen-2-yl)thio]acetate ClC1=CC=C(S1)SCC(=O)OC